ClC=1C=NN(C1C1=NN2C(N(C(CC2)=O)CC2=CC(=C(C=C2)C2=NC=NN3C2=C(C=C3)C)Cl)=C1)C(C)C 2-(4-chloro-1-isopropyl-1H-pyrazol-5-yl)-4-(3-chloro-4-(5-methyl-pyrrolo[2,1-f][1,2,4]triazin-4-yl)benzyl)-6,7-dihydropyrazolo[1,5-a]pyrimidin-5(4H)-one